OC=1C=C2C=CC(=CC2=CC1)C(C1=CC=CC=C1)(C1=CC=CC=C1)C1=CC2=CC=C(C=C2C=C1)O di-(6-hydroxy-2-naphthyl)-diphenyl-methane